benzoquinoneDiazonium C1(C(=CC(C=C1)=O)[N+]#N)=O